C(C)OC(=O)C=1C=C2C=CC(N(C2=CC1)CC1=CC=CC=C1)=O 1-benzyl-2-oxo-1,2-dihydroquinoline-6-carboxylic acid ethyl ester